C(C1=CC=CC=C1)N[C@H]1[C@@H]2[C@H](N([C@H]1COC1CCC(CC1)C1=CC(=CC=C1)F)C(=O)OC)CCC2 Methyl (2R,3S,3aR,6aR)-3-(benzylamino)-2-((((1s,4S)-4-(3-fluorophenyl)cyclohexyl)-oxy)methyl)hexahydrocyclopenta[b]pyrrole-1(2H)-carboxylate